C1(CCC1)OC1=CC=2N(C=C1C(=O)NC=1C(N(C=CC1)CC)=O)C=C(N2)C21COC(CC2)(C1)C 7-Cyclobutoxy-N-(1-ethyl-2-oxo-1,2-dihydropyridin-3-yl)-2-(1-methyl-2-oxabicyclo[2.2.1]heptan-4-yl)imidazo[1,2-a]pyridine-6-carboxamide